ClC1=CC=C(C=C1)CN1C=C(C2=CC=CC=C12)C(=O)NC1=C(C=CC=C1F)F 1-[(4-chlorophenyl)methyl]-N-(2,6-difluorophenyl)indole-3-carboxamide